FC1=CC(=C2C=C(NC(C2=C1)=O)CCC(=O)N1C2CN(CC1CC2)C2=NC=C(C#N)C=C2)C 6-(8-(3-(7-fluoro-5-methyl-1-oxo-1,2-dihydroisoquinolin-3-yl)propionyl)-3,8-diazabicyclo[3.2.1]octan-3-yl)nicotinonitrile